(E)-N1,N1,N1,N4,N4,N4-hexamethylbut-2-ene-1,4-diaminium C[N+](C\C=C\C[N+](C)(C)C)(C)C